N1CC(C1)CN1N=CC2=CC(=C(C=C12)NC(C(C)N1C=CC2=CC(=CC=C12)S(=O)(=O)N1CCCCC1)=O)C N-{1-[(azetidin-3-yl)methyl]-5-methyl-1H-indazol-6-yl}-2-[5-(piperidine-1-sulfonyl)-1H-indol-1-yl]propanamide